(2s,4r)-N-(6-bromo-3-methylpyridin-2-yl)-4-fluoropyrrolidine-2-carboxamide hydrochloride Cl.BrC1=CC=C(C(=N1)NC(=O)[C@H]1NC[C@@H](C1)F)C